tert-Butyl 2-(6-oxo-5-(trifluoromethyl)-1,6-dihydropyridin-3-yl)propanoate O=C1C(=CC(=CN1)C(C(=O)OC(C)(C)C)C)C(F)(F)F